COC=1C(=NC=CC1)[C@H]1CC[C@H](CC1)OC[C@]1(C[C@H](CC1)NS(=O)(=O)C)C(=O)N (1S,3S)-1-(((cis-4-(3-methoxypyridin-2-yl)cyclohexyl)oxy)methyl)-3-(methylsulfonamido)cyclopentane-1-carboxamide